C(C)(C)(C)OC(=O)N1[C@@H](CCC(C1)C1=CC=C(C=C1)C(F)(F)F)C(=O)O (2S)-1-(tert-Butoxyformyl)-5-(4-(trifluoromethyl)phenyl)piperidine-2-carboxylic acid